C(C)(C)(C)OC(C1=CC(=CC(=C1)OC)C1=NC(=NS1)Cl)=O 3-(3-chloro-1,2,4-thiadiazol-5-yl)-5-methoxybenzoic acid tert-butyl ester